tert-Butyl (2-(4-(2-fluoro-4-(1-((4-fluorophenyl)carbamoyl)cyclopropane-1-carboxamido)phenoxy)-7-methoxyquinoline-6-carboxamido)propyl)carbamate FC1=C(OC2=CC=NC3=CC(=C(C=C23)C(=O)NC(CNC(OC(C)(C)C)=O)C)OC)C=CC(=C1)NC(=O)C1(CC1)C(NC1=CC=C(C=C1)F)=O